Cl.C(N)(=O)C=1C=C(C=NC1)NC(C(=O)O)=O 2-((5-carbamoylpyridin-3-yl)amino)-2-oxoacetic acid hydrochloride